C1(CC1)C=1N=CN(C1)C=1C(=CC(=C(C(=O)NC2=NC(=CC=C2)C=2N3C(=NN2)CC[C@@H]3COC)C1)F)C (R)-5-(4-cyclopropyl-1H-imidazol-1-yl)-2-fluoro-N-(6-(5-(methoxymethyl)-6,7-dihydro-5H-pyrrolo[2,1-c][1,2,4]triazol-3-yl)pyridin-2-yl)-4-methylbenzamide